4-(pyridin-4-yloxy)aniline N1=CC=C(C=C1)OC1=CC=C(N)C=C1